3-(methacryloxymethyl)oxetane C(C(=C)C)(=O)OCC1COC1